C(N)(=O)C1=CC=C(C=C1)C(C(=O)[O-])C1=C(N(C2=CC=C(C=C12)OC)C(C1=CC=C(C=C1)Cl)=O)C 4-carbamoylphenyl-2-[1-(4-chlorobenzoyl)-5-methoxy-2-methyl-indol-3-yl]-acetate